4-(3'-bromo-[1,1'-biphenyl]-4-yl)-2,6-DIPHENYLPYRIMIDINE BrC=1C=C(C=CC1)C1=CC=C(C=C1)C1=NC(=NC(=C1)C1=CC=CC=C1)C1=CC=CC=C1